6-(6-(((1R,2S,3S,5S)-2-fluoro-8-azabicyclo[3.2.1]octan-3-yl)(methyl)amino)-1,2,4-triazin-3-yl)isoquinolin-7-ol F[C@H]1[C@H]2CC[C@@H](C[C@@H]1N(C1=CN=C(N=N1)C=1C=C3C=CN=CC3=CC1O)C)N2